C(#N)C=1C=C2C(N(C(=NC2=C(C1)C)[C@H]1N(CCC1)C(=O)OC(C)(C)C)C1=CC=C(C=C1)OC)=O tert-butyl (S)-2-(6-cyano-3-(4-methoxyphenyl)-8-methyl-4-oxo-3,4-dihydroquinazolin-2-yl)pyrrolidine-1-carboxylate